[Na+].[OH-].[Zn+2].[OH-].[OH-] zinc hydroxide sodium salt